ClC=1C=CC(=C(C1)[C@H](CCN(C(C(=O)OCC)C1=C(C(=CC=C1)C)C1CCC(CC1)OC(F)(F)F)C)N1CCN(CC1)C(C)C)C ethyl 2-(((S)-3-(5-chloro-2-methylphenyl)-3-(4-isopropylpiperazin-1-yl)propyl)(methyl)amino)-2-(3-methyl-2-((1r,4S)-4-(trifluoromethoxy)cyclohexyl)phenyl)acetate